ClC1=C(N)C=C(C(=C1)Cl)OC(C)(C)C 2,4-dichloro-5-tert-butoxyaniline